4-nitrobenzyl 1H-benzo[d]imidazole-1-carboxylate N1(C=NC2=C1C=CC=C2)C(=O)OCC2=CC=C(C=C2)[N+](=O)[O-]